C1=CC(=C(C=C1C2=C(C(=O)C3=C(C=C(C=C3O2)O)O)O[C@@H]4[C@H]([C@@H]([C@H](O4)CO)O)O)O)O The molecule is a quercetin O-glycoside that is quercetin attached to a alpha-D-arabinofuranosyl residue at position 3 via a glycosidic linkage. It has a role as a metabolite and a plant metabolite. It is a quercetin O-glycoside, an alpha-D-arabinoside, a monosaccharide derivative and a tetrahydroxyflavone.